methyl 3,7,11,15-tetramethylhexadec-2-enoate CC(=CC(=O)OC)CCCC(CCCC(CCCC(C)C)C)C